FCC(=O)N1CC2=CN=C(C=C2CC1)OCC1=C(N=NN1C=1C=NC(=CC1)C)C 2-fluoro-1-(6-{[4-methyl-1-(6-methylpyridin-3-yl)-1H-1,2,3-triazol-5-yl]methoxy}-1,2,3,4-tetrahydro-2,7-naphthyridin-2-yl)ethan-1-one